2-(3-Hydroxyphenyl)-8-oxo-9-(tetrahydro-2H-pyran-4-yl)-8,9-dihydro-7H-purine OC=1C=C(C=CC1)C1=NC=C2NC(N(C2=N1)C1CCOCC1)=O